BrC1=CC=C2C=CC(=NC2=C1S(=O)(=O)NC1=C(C=CC=C1)C#CC=1C=CC=NC1)Cl 5-{2-[2-(7-Bromo-2-chlorochinolin-8-sulfonamido)phenyl]ethynyl}pyridin